2-iodo-N-(2-methylpiperidin-4-yl)-1-(2,2,2-trifluoroethyl)-1H-indol-4-amine IC=1N(C=2C=CC=C(C2C1)NC1CC(NCC1)C)CC(F)(F)F